FC1=C(C(=C(C(=C1[B-](C1=C(C(=C(C(=C1F)F)F)F)F)(C1=C(C(=C(C(=C1F)F)F)F)F)C1=C(C(=C(C(=C1F)F)F)F)F)F)F)F)F.C(CC)[NH2+]CCC Di(propyl)ammonium tetrakis(pentafluorophenyl)borate